pyrazolo[5,1-c]pyrazine N1=CC=C2C=NC=CN21